(4-((3-methyl-5-(2-methyl-1,7-naphthyridin-4-yl)-4,5,6,7-tetrahydro-1H-pyrazolo[4,3-c]pyridin-1-yl) methyl) bicyclo[2.2.2]oct-1-yl) carbamate C(N)(OC12CCC(CC1)(CC2)CN2N=C(C=1CN(CCC12)C1=CC(=NC2=CN=CC=C12)C)C)=O